COC1=CC=CC(=N1)C=1C=C(C=NS(=O)(=O)C2=CC=C(C=C2)C)C=CC1 N-(3-(6-methoxypyridin-2-yl)benzylidene)-4-methylbenzenesulfonamide